5-chloro-2,3-dihydro-1H-inden-4-ol ClC1=C(C=2CCCC2C=C1)O